N-(1-(difluoromethyl)cyclopropyl)-4-(4-oxo-2-(trifluoromethyl)-4H-pyrido[1,2-a]pyrimidin-9-yl)benzamide FC(C1(CC1)NC(C1=CC=C(C=C1)C1=CC=CN2C1=NC(=CC2=O)C(F)(F)F)=O)F